diethyl {[2-(2,2-dimethyl-1,3-dioxolan-4-yl)ethoxy] methyl}phosphonate CC1(OCC(O1)CCOCP(OCC)(OCC)=O)C